Methyl 3-(allyloxy)-5-bromo-2-chlorobenzoate C(C=C)OC=1C(=C(C(=O)OC)C=C(C1)Br)Cl